FC1=CC=C(C(=O)C=2C=C3C=CC(=CC3=CC2)C(=O)C2=CC=C(C=C2)F)C=C1 [6-(4-fluorobenzoyl)naphthalen-2-yl]-(4-fluorophenyl)methanone